C(C1=CC=CC=C1)NC([O-])=O benzyl-carbamate